2-(2-((3r,4r)-3-amino-4-fluoropiperidin-1-yl)-5,6-difluoro-1H-benzo[d]imidazol-1-yl)-1-(4-(pyrimidin-2-yl)piperazin-1-yl)ethanone N[C@@H]1CN(CC[C@H]1F)C1=NC2=C(N1CC(=O)N1CCN(CC1)C1=NC=CC=N1)C=C(C(=C2)F)F